7-[1-methyl-2-oxo-2-[3-(2H-tetrazol-5-yl)-1-piperidinyl]ethoxy]-4-(o-tolyl)chromen-2-one CC(C(N1CC(CCC1)C=1N=NNN1)=O)OC1=CC=C2C(=CC(OC2=C1)=O)C1=C(C=CC=C1)C